ClC=1C(=C(C=CC1Cl)NC=1C2=C(N=CN1)C=NC(=C2)N2CC(CC2)NC(C=C)=O)F N-(1-(4-((3,4-Dichloro-2-fluorophenyl)amino)pyrido[3,4-d]pyrimidin-6-yl)pyrrolidin-3-yl)acrylamide